methyl 5-[(2,6-difluoro-4-pyridyl)-[4-[(2,2-dimethyl cyclobutyl)carbamoyl]-5-methyl-thiazol-2-yl]amino]-5-oxo-pentanoate FC1=NC(=CC(=C1)N(C(CCCC(=O)OC)=O)C=1SC(=C(N1)C(NC1C(CC1)(C)C)=O)C)F